N-butyl-N'-[3-[ethoxy(phenyl)phosphoryl]carbonyl-2,4,6-trimethyl-phenyl]oxamide C(CCC)NC(=O)C(=O)NC1=C(C(=C(C=C1C)C)C(=O)P(=O)(C1=CC=CC=C1)OCC)C